2-(2-((5-(3-(aminomethyl)phenyl)-7-(phenoxymethyl)benzofuran-3-yl)methoxy)phenyl)acetic acid NCC=1C=C(C=CC1)C=1C=C(C2=C(C(=CO2)COC2=C(C=CC=C2)CC(=O)O)C1)COC1=CC=CC=C1